(7Z,10Z,13Z,16Z,19Z)-7,10,13,16,19-Docosapentaenoic acid C(CCCCC\C=C/C\C=C/C\C=C/C\C=C/C\C=C/CC)(=O)O